C1OCC12CCN(CC2)C2CCC(CC2)NC=2C=1C=C(N(C1C=CC2)CC(F)(F)F)C#CCNC2=C(C=C(C=C2)S(=O)(=O)C)OCC N-((1R,4R)-4-(2-oxa-7-azaspiro[3.5]nonan-7-yl)cyclohexyl)-2-(3-((2-ethoxy-4-(methylsulfonyl)phenyl)amino)prop-1-yn-1-yl)-1-(2,2,2-trifluoroethyl)-1H-indol-4-amine